N[C@@H]1C2=CC=CC=C2CC12CCN(CC2)C=2NC(C1=C(N2)NN=C1C(=C)C1=C(C=CC=C1)O)=O (S)-6-(1-amino-1,3-dihydro-spiro[indene-2,4'-piperidin]-1'-yl)-3-(1-(2-hydroxyphenyl)vinyl)-1,5-dihydro-4H-pyrazolo[3,4-d]pyrimidin-4-one